(S)-(3,4-dimethoxybicyclo[4.2.0]oct-1,3,5-trien-7-yl)methylamine N-acetyl-L-glutamate C(C)(=O)N[C@@H](CCC(=O)O)C(=O)O.COC=1C=C2C[C@@H](C2=CC1OC)CN